C(C)N1[SiH2]N([SiH2]N([SiH2]1)CC)CC triethylcyclotrisilazane